NC1=NN2C(N(C(C(=C2O)C(NC2CC2)=O)=O)CC(C)(C)C)=C1/C=C/C(=O)OC(C)(C)C Tert-butyl (E)-3-(2-amino-6-(cyclopropylcarbamoyl)-7-hydroxy-4-neopentyl-5-oxo-4,5-dihydropyrazolo[1,5-a]pyrimidin-3-yl)acrylate